NC1=NC(=CC(=N1)N1CCC2(C[C@H](NC2)C(=O)OC(C)C)CC1)O[C@@H](C(F)(F)F)C1=C(C=C(C=C1)Cl)N1N=C(C=C1)C (S)-isopropyl 8-(2-amino-6-((R)-1-(4-chloro-2-(3-methyl-1H-pyrazol-1-yl)phenyl)-2,2,2-trifluoroethoxy)pyrimidin-4-yl)-2,8-diazaspiro[4.5]decane-3-carboxylate